NCCNCCC[Si](OCC)(OCC)C N-β-aminoethyl-γ-aminoPropylmethyldiethoxysilane